O[C@@H]1CC2=CC[C@H]3[C@@H]4CC[C@H]([C@@H](CCCC(C)(C)O)C)[C@]4(CC[C@@H]3[C@]2(CC1)C)C 3β,25-dihydroxycholest-5-ene